C(C1=CC=CC=C1)N1C[C@@H]2C[C@@]([C@@H]2C1)(C)OC=1C=2N(C=C(N1)C=1C=NN(C1)C)N=CC2 |r| rac-4-(((1R,5S,6R)-3-benzyl-6-methyl-3-azabicyclo[3.2.0]heptan-6-yl)oxy)-6-(1-methyl-1H-pyrazol-4-yl)pyrazolo[1,5-a]pyrazine